C1CC2=CC=CC=C2OC1CC(=O)O chromanacetic acid